4-(2-(9H-carbazol-9-yl)phenyl)cyclohexan-1-one C1=CC=CC=2C3=CC=CC=C3N(C12)C1=C(C=CC=C1)C1CCC(CC1)=O